Aluminum tributoxide [O-]CCCC.[O-]CCCC.[O-]CCCC.[Al+3]